C(C1=CC=CC=C1)OC(=O)N1CCN(CC1)C(=O)OCC1=CC=CC=C1 (R)-1,4-bis((benzyloxy)carbonyl)piperazine